BrC1=C(C2=C(N(N=N2)C)C(=C1)CO)C (5-Bromo-1,4-dimethyl-1H-benzotriazol-7-yl)methanol